S1C(=NC2=C1C=CC=C2)CN2CCN(CC2)C2=C(C(=O)OC)C=CC(=C2)OCCC methyl 2-(4-(benzo[d]thiazol-2-ylmethyl) piperazin-1-yl)-4-propoxybenzoate